2,8-dimethylanthra[2,3-b:6,7-b']dithiophene CC1=CC2=C(S1)C=C1C=C3C=C4C(SC(=C4)C)=CC3=CC1=C2